4,6-dimethyl-2-(6-azaspiro[2.5]octan-6-yl)nicotinic acid CC1=CC(=NC(=C1C(=O)O)N1CCC2(CC2)CC1)C